NC=1C2=C(N=C(N1)Cl)N(C=C2C=2SC=C(N2)CC2=CC=CC=C2)[C@H]2[C@@H]([C@@H]([C@H](C2)C2CCN(CC2)C[C@@H]2COCC2)O)O (1R,2S,3R,5R)-3-(4-amino-5-(4-benzylthiazol-2-yl)-2-chloro-7H-pyrrolo[2,3-d]pyrimidin-7-yl)-5-(1-(((R)-tetrahydrofuran-3-yl)methyl)piperidin-4-yl)cyclopentane-1,2-diol